(S)-N-methyl-6-(trifluoromethoxy)-2,3-dihydrobenzofuran-3-amine CN[C@@H]1COC2=C1C=CC(=C2)OC(F)(F)F